7-(1-methyl-1H-pyrazol-4-yl)-4-(1-((2-(trimethylsilyl)ethoxy)methyl)-3-(1-((2-(trimethylsilyl)ethoxy)methyl)-1H-pyrazolo[3,4-b]pyridin-5-yl)-1H-pyrazol-4-yl)quinazoline CN1N=CC(=C1)C1=CC=C2C(=NC=NC2=C1)C=1C(=NN(C1)COCC[Si](C)(C)C)C=1C=C2C(=NC1)N(N=C2)COCC[Si](C)(C)C